isocyano-1-(pyrrolidin-1-yl)ethan-1-one [N+](#[C-])CC(=O)N1CCCC1